IC=1C=C(C=CC1)C=1C=CC=2N=CN=C(C2N1)C#N 6-(3-iodophenyl)pyrido[3,2-d]Pyrimidine-4-carbonitrile